4-(2-(((Benzyloxy)carbonyl)(methyl)amino)ethyl)piperidine-1-carboxylic acid tert-butyl ester C(C)(C)(C)OC(=O)N1CCC(CC1)CCN(C)C(=O)OCC1=CC=CC=C1